FC1(CC(C1)C1=NN=C(O1)C(=O)N1[C@@H](C2=C(CC1)NC=N2)C=2SC1=C(N2)C(=CC=C1)F)F (S)-(5-(3,3-difluorocyclobutyl)-1,3,4-oxadiazol-2-yl)(4-(4-fluorobenzo[d]thiazol-2-yl)-6,7-dihydro-1H-imidazo[4,5-c]pyridin-5(4H)-yl)methanone